6-(2-cyclopropylacetamido)-1H-indazole-3-carboxamide C1(CC1)CC(=O)NC1=CC=C2C(=NNC2=C1)C(=O)N